FC=1C(=C2C(=NC(=NN2C1)N[C@H]1[C@H](CN(CC1)C1COC1)F)OC)C=1C=CC2=C(N(N=N2)CCF)C1 6-Fluoro-N-((3S,4R)-3-fluoro-1-(oxetan-3-yl)piperidin-4-yl)-5-(1-(2-fluoroethyl)-1H-benzo[d][1,2,3]triazol-6-yl)-4-methoxypyrrolo[2,1-f][1,2,4]triazin-2-amine